5-[2,8-dimethylimidazo[1,2-b]pyridazin-6-yl]-1-(piperazin-1-yl)phthalazine CC=1N=C2N(N=C(C=C2C)C2=C3C=NN=C(C3=CC=C2)N2CCNCC2)C1